Cl.COC=1C(=CC=2C(N1)=NN(C2)C)N 6-methoxy-2-methyl-2H-pyrazolo[3,4-b]pyridin-5-amine HCl salt